2-(4-bromo-phenyl)-benzothiazole BrC1=CC=C(C=C1)C=1SC2=C(N1)C=CC=C2